CC1(OB(OC1(C)C)C=1OC=CC1C)C 4,4,5,5-tetramethyl-2-(3-methylfuran-2-yl)-1,3,2-dioxaborolane